3-(1H-indol-3-yl)-3-oxopropionitrile N1C=C(C2=CC=CC=C12)C(CC#N)=O